2-(trimethylsilyl)benzo[b]thiophen-7-ylboronic acid C[Si](C1=CC2=C(S1)C(=CC=C2)B(O)O)(C)C